C(#N)C(C)=C(C)O 2-Cyano-3-hydroxy-2-butene